6-chloro-1-(benzenesulfonyl)-1H-pyrrole ClC1=CC=CC=C1S(=O)(=O)N1C=CC=C1